C(#N)CC1CCC(CC1)N1C(=NC=2C1=C1C(=NC2)N(C=C1)S(=O)(=O)C1=CC=CC=C1)CC(=O)NCC1=CC=C(C=C1)OC(F)F 2-(1-((1R,4R)-4-(cyanomethyl)cyclohexyl)-6-(benzenesulfonyl)-1,6-dihydroimidazo[4,5-d]Pyrrolo[2,3-b]Pyridin-2-yl)-N-(4-(difluoromethoxy)benzyl)acetamide